N[C@@H]1C2=CC=CC=C2CC12CCN(CC2)C=2NC(C1=C(N2)NN=C1C1(CC1)C1=CC(=CC=C1)P(=O)(C)C)=O (S)-6-(1-amino-1,3-dihydrospiro[indene-2,4'-piperidine]-1'-yl)-3-(1-(3-(dimethylphosphoryl)phenyl)cyclopropyl)-1,5-dihydro-4H-pyrazolo[3,4-d]pyrimidin-4-one